N-[1-(benzyloxycarbonyl)-4-piperidyl]-N-(tert-butoxycarbonyl)-3-(4-fluorophenyl)propylamine C(C1=CC=CC=C1)OC(=O)N1CCC(CC1)N(C(=O)OC(C)(C)C)CCCC1=CC=C(C=C1)F